C1(CCCC1)C=1SC=CC1CC 1-(2-cyclopentyl-thiophene-3-yl)ethane